N1=C(C=CC2=CC=CC=C12)O quinolinyl alcohol